2-(4-cyclopropyl-6-methoxypyrimidin-5-yl)-8-(3-fluoro-4-(1-cyclopropyl-4-(trifluoromethyl)-1H-imidazol-2-yl)benzyl)-5-cyclopropyl-7,8-dihydropteridin-6(5H)-one C1(CC1)C1=NC=NC(=C1C1=NC=2N(CC(N(C2C=N1)C1CC1)=O)CC1=CC(=C(C=C1)C=1N(C=C(N1)C(F)(F)F)C1CC1)F)OC